6-(1-methyl-1H-pyrazol-4-yl)-3-((trimethylsilyl)ethynyl)pyrazolo[1,5-a]pyridine CN1N=CC(=C1)C=1C=CC=2N(C1)N=CC2C#C[Si](C)(C)C